C(C)C=1C(=NC=C(C1)NC(C(=O)N1C(CCC(C1)C)C=1C=C2C=CC(NC2=CC1)=O)=O)NC(OC(C)(C)C)=O tert-butyl N-[3-ethyl-5-[[2-[5-methyl-2-(2-oxo-1H-quinolin-6-yl)-1-piperidyl]-2-oxo-acetyl]amino]-2-pyridyl]carbamate